C(C)C=1C=CC(CC1)/C=C/C=1C=C(C=C(C1)O)O 5-[(E)-2-(4-Ethylcyclohexa-2,4-dien-1-yl)ethenyl]benzene-1,3-diol